N-(8-Hydroxy-5,6,7,8-tetrahydronaphthalen-2-yl)-2-[4-([1,2,4]triazolo[1,5-a]pyridin-7-yl)phenyl]acetamide OC1CCCC=2C=CC(=CC12)NC(CC1=CC=C(C=C1)C1=CC=2N(C=C1)N=CN2)=O